FC1=CC=C(C=C1)C#CC1=C2C=CN(C2=NC=N1)[C@H]1[C@H](O)[C@H](O)[C@H](O1)CO 6-((4-Fluorophenyl)ethynyl)-9-β-D-ribofuranosyl-7-deazapurine